C(C)(C)(C)C=1C(=C(C=CC1)N1N=C2C(N=C(N=C2)Cl)=C1NC([O-])=O)C(C)(C)C di-tert-butyl(5-chloro-2-phenyl-2H-pyrazolo[4,3-d]pyrimidin-3-yl)carbamate